O1C(=CC=C1CN1CCN(CC1)CC=1C=C2CNC(C2=CC1)=O)C=1OC=CC1 5-((4-([2,2'-bifuran]-5-ylmethyl)piperazin-1-yl)methyl)-1-oxoisoindoline